2,5-dichloroquinoline ClC1=NC2=CC=CC(=C2C=C1)Cl